ClC1=C(C(=O)O)C(=CC(=C1)C1=NC=NC(=C1)NCCN1C(=CC2=C(C(=CC=C12)F)OC)C)CCC 2-Chloro-4-{6-[2-(5-fluoro-4-methoxy-2-methyl-indol-1-yl)-ethylamino]-pyrimidin-4-yl}-6-propyl-benzoic acid